ClC1=CC=C(C=C1)C1(CC(C1)CF)C(=O)N1[C@@H](C2=CC=CC=C2C1)C(=O)O z-(1S)-2-[1-(4-chlorophenyl)-3-(fluoromethyl)cyclobutanecarbonyl]isoindoline-1-carboxylic acid